ethyl-aspartamide C(C)N[C@@H](CC(=O)N)C(=O)N